C12OCC(C1)(C2)C2=NC(=CC(=N2)NC2=CC(=NC=C2C2=NN1C(CN(CC1)C)=C2)NC(C)=O)C N-(4-((2-(2-oxabicyclo[2.1.1]hexan-4-yl)-6-methylpyrimidin-4-yl)amino)-5-(5-methyl-4,5,6,7-tetrahydropyrazolo[1,5-a]pyrazin-2-yl)pyridin-2-yl)acetamide